3-(Trans-4-(2-(4-(2,5-dichloropyridin-4-yl)piperazin-1-yl)ethyl)cyclohexyl)-1,1-dimethylurea ClC1=NC=C(C(=C1)N1CCN(CC1)CC[C@@H]1CC[C@H](CC1)NC(N(C)C)=O)Cl